1-ethoxy-3-((4-fluoro-3-methoxyphenyl)imino)-2-(4-(4-(trifluoromethoxy)-phenoxy)phenyl)but-1-en-1-ol C(C)OC(=C(C(C)=NC1=CC(=C(C=C1)F)OC)C1=CC=C(C=C1)OC1=CC=C(C=C1)OC(F)(F)F)O